OC(CCOC1=NC=CC(=C1)NC(O)=O)(C)C (2-(3-hydroxy-3-methylbutoxy)pyridin-4-yl)carbamic acid